3-[4-[6-[4-(4-fluoro-3-methoxy-phenyl)-1,2,4-triazol-3-yl]imidazo[1,2-a]pyridin-3-yl]phenyl]-1,1-dimethyl-urea FC1=C(C=C(C=C1)N1C(=NN=C1)C=1C=CC=2N(C1)C(=CN2)C2=CC=C(C=C2)NC(N(C)C)=O)OC